C(=O)(OCC1C2=CC=CC=C2C2=CC=CC=C12)N[C@@H](CS(=O)(O)=O)C(=O)O Fmoc-cysteic acid